tert-butyl ((1r,3r)-3-(benzylcarbamoyl)cyclobutyl)carbamate C(C1=CC=CC=C1)NC(=O)C1CC(C1)NC(OC(C)(C)C)=O